1-[4-(3-{methyl[5-(trifluoromethyl)pyridin-2-yl]amino}pyrazin-2-yl)piperazin-1-yl]prop-2-en-1-one CN(C=1C(=NC=CN1)N1CCN(CC1)C(C=C)=O)C1=NC=C(C=C1)C(F)(F)F